4-((6-methoxy-2-(2-methylthiazol-5-yl)-7-(3-(pyrrolidin-1-yl)propoxy)quinazolin-4-yl)amino)tetrahydro-2H-thiopyran 1,1-dioxide COC=1C=C2C(=NC(=NC2=CC1OCCCN1CCCC1)C1=CN=C(S1)C)NC1CCS(CC1)(=O)=O